C(CCC)P(O)(O)=O n-butyl-phosphonic acid